4-oxo-4,6,7,8-tetrahydropyrrolo[1,2-a]pyrimidine O=C1C=CN=C2N1CCC2